C1(CC1)C=1C(=NN2C1N=C(C=C2N2CCOCC2)N2N=C(C=C2)C=2C=C(C=CC2)C)C(=O)N cyclopropyl-7-morpholino-5-(3-(m-tolyl)-1H-pyrazol-1-yl)pyrazolo[1,5-a]pyrimidine-2-carboxamide